C(C=C)ON1C2C=C(CN(C1=O)C2)N2N=C(C=C2)C(=O)NOCC(=O)N 1-(6-allyloxy-7-oxo-1,6-diazabicyclo[3.2.1]oct-3-en-3-yl)-N-(2-amino-2-oxo-ethoxy)pyrazole-3-carboxamide